4-(2-((2',4'-Difluoro-[1,1'-biphenyl]-4-yl)sulfonyl)propan-2-yl)piperidine hydrochloride Cl.FC1=C(C=CC(=C1)F)C1=CC=C(C=C1)S(=O)(=O)C(C)(C)C1CCNCC1